2-(2-pyridinyl)-7-vinyl-phthalazin-1-one N1=C(C=CC=C1)N1C(C2=CC(=CC=C2C=N1)C=C)=O